(E)-4-Fluoro-3-methoxy-5-(trifluoromethyl)benzaldehyde oxime FC1=C(C=C(/C=N/O)C=C1C(F)(F)F)OC